FC1(OC2=C(O1)C=CC(=C2)C2(CC2)C(=O)N[C@@H]2C[C@@H](OC1=CC=C(C=C21)C)C=2C=C(C(=O)O)C=CC2)F 3-[(2R,4R)-4-({[1-(2,2-difluoro-1,3-benzodioxol-5-yl)cyclopropyl]carbonyl}amino)-6-methyl-3,4-dihydro-2H-chromen-2-yl]benzoic acid